BrC=1C=C2CNC(=NC2=CC1)NC1CCC(CC1)NC (1r,4r)-N1-(6-bromo-3,4-dihydroquinazolin-2-yl)-N4-methylcyclohexane-1,4-diamine